tributyl-(4-(2-octyldodecyl)thiophen-2-yl)tin C(CCC)[Sn](C=1SC=C(C1)CC(CCCCCCCCCC)CCCCCCCC)(CCCC)CCCC